3-fluoro-4-(4-methylpiperazin-1-yl)-5-methylaniline FC=1C=C(N)C=C(C1N1CCN(CC1)C)C